N=1C=NN2C1C=CC(=C2)C=2C=CN1N=C(N=C(C12)OC)NC1CCC2(CN(C2)C(C([2H])([2H])[2H])=O)CC1 1-(7-((5-([1,2,4]triazolo[1,5-a]pyridin-6-yl)-4-methoxypyrrolo[2,1-f][1,2,4]triazin-2-yl)amino)-2-azaspiro[3.5]nonan-2-yl)ethan-1-one-2,2,2-d3